CC1=C(C(=CC=C1)C)C1=NC=2NS(C=3C=CC=C(C(N([C@@H](COC(=C1)N2)CC(C)(C)C)CC2=NC1=CC=CC=C1C=C2)=O)C3)(=O)=O (11R)-6-(2,6-dimethylphenyl)-11-(2,2-dimethylpropyl)-2,2-dioxo-12-(2-quinolylmethyl)-9-oxa-2λ6-thia-3,5,12,19-tetrazatricyclo[12.3.1.14,8]nonadeca-1(18),4(19),5,7,14,16-hexaen-13-one